3-nitro-4-(((tetrahydro-2H-pyran-4-yl)methyl)amino)benzamide Methyl-1-(5-bromo-2-methoxy-4-nitrophenyl)-6-chloro-1H-pyrazolo[4,3-c]pyridine-3-carboxylate COC(=O)C1=NN(C2=C1C=NC(=C2)Cl)C2=C(C=C(C(=C2)Br)[N+](=O)[O-])OC.[N+](=O)([O-])C=2C=C(C(=O)N)C=CC2NCC2CCOCC2